3-(2-aminoethyl)-5-(4-ethoxybenzylidene)thiazolidine-2,4-dione NCCN1C(SC(C1=O)=CC1=CC=C(C=C1)OCC)=O